N-(2-aminoethyl)-2-fluoro-5-nitro-benzenesulfonamide NCCNS(=O)(=O)C1=C(C=CC(=C1)[N+](=O)[O-])F